CC1=C(C=2N(C=C1C1=C(C3=C(C=C4C(=N3)C3(CO4)CN(C3)CC(=O)N)N1)C(C)C)N=CN2)C 2-(6'-(7,8-dimethyl-[1,2,4]triazolo[1,5-a]pyridin-6-yl)-5'-isopropyl-2'H,7'H-spiro[azetidine-3,3'-furo[3,2-b]pyrrolo[2,3-e]pyridin]-1-yl)acetamide